(S)-quinuclidin-3-yl (7-(3-(2-methoxyethoxy)phenyl)-3,3-dimethylchroman-4-yl)carbamate COCCOC=1C=C(C=CC1)C1=CC=C2C(C(COC2=C1)(C)C)NC(O[C@@H]1CN2CCC1CC2)=O